(3S)-5,6-dichloro-1'-[(3S,5S)-5-(methoxymethyl)pyrrolidine-3-carbonyl]-1H-spiro[indole-3,3'-pyrrolidin]-2-one ClC=1C=C2C(=CC1Cl)NC([C@]21CN(CC1)C(=O)[C@@H]1CN[C@@H](C1)COC)=O